BrC1=CC=C(C=N1)O[C@@H]1CN(CC1)C(=O)OC(C)(C)C tert-butyl (3S)-3-[(6-bromo-3-pyridyl)oxy]pyrrolidine-1-carboxylate